ClC=1C(=C(C=CC1)NC1=C(NC2=C1C(NCC2)=O)C2=NC(=NC=C2)S(=O)C)OC 3-[(3-chloro-2-methoxyphenyl)amino]-2-(2-methanesulfinylpyrimidin-4-yl)-1H,5H,6H,7H-pyrrolo[3,2-c]pyridin-4-one